OC1=C(C(=C(C(=O)N2CC3=CC=CC(=C3C2)NC(\C=C\CN(C)C)=O)C(=C1)O)C)C (E)-N-(2-(4,6-Dihydroxy-2,3-dimethylbenzoyl)isoindolin-4-yl)-4-(dimethylamino)but-2-enamide